(2-(2-(8-(2-(4-(3-((3-((1-(1-Butylpiperidin-4-yl)-3-(3,4-Dichlorophenyl)Ureido)Methyl)Benzyl)Amino)-3-Oxopropyl)Piperazin-1-yl)Ethoxy)Naphthalen-2-yl)Thiazol-4-yl)Acetyl)Glycine C(CCC)N1CCC(CC1)N(C(=O)NC1=CC(=C(C=C1)Cl)Cl)CC=1C=C(CNC(CCN2CCN(CC2)CCOC=2C=CC=C3C=CC(=CC23)C=2SC=C(N2)CC(=O)NCC(=O)O)=O)C=CC1